C1(=CC=CC2=CC=CC=C12)N(C1=CC(=C(C=C1)C1=C(C=C(N(C2=CC=CC=C2)C2=CC=CC3=CC=CC=C23)C=C1)C1=CC=CC=C1)C1=CC=CC=C1)C1=CC=CC=C1 N,N'-bis(naphthalene-1-yl)-N,N'-bis(phenyl)-2,2'-diphenylbenzidine